N[C@H](C(=O)O)C1=CC(=NO1)O (S)-2-amino-2-(3-hydroxyisoxazol-5-yl)acetic acid